FC(C(CC(=O)OCC)=O)(F)F ethyl 4,4,4-trifluoro-3-oxobutyrate